C1=CC=CC=2C3=CC=CC=C3C(C12)COC(=O)N[C@H](C(=O)O)C (2S)-2-(9H-fluoren-9-ylmethoxycarbonylamino)propionic acid